4-fluoro-N-(5-nitropyridin-2-yl)benzenesulfonamide FC1=CC=C(C=C1)S(=O)(=O)NC1=NC=C(C=C1)[N+](=O)[O-]